OCCC=O L-3-hydroxypropanal